(2-(2H-1,2,3-triazol-2-yl)phenyl)((1S,4S,6R)-6-((5-chloropyridin-2-yl)amino)-2-azabicyclo[2.2.1]Hept-2-yl)methanone N=1N(N=CC1)C1=C(C=CC=C1)C(=O)N1[C@@H]2[C@@H](C[C@H](C1)C2)NC2=NC=C(C=C2)Cl